tert-Butyl (S)-(4-((tert-butyldimethylsilyl)oxy)pentyl)(4,4-difluorocyclohexyl)carbamate [Si](C)(C)(C(C)(C)C)O[C@H](CCCN(C(OC(C)(C)C)=O)C1CCC(CC1)(F)F)C